2-chloro-1-(4-ethoxy-3-nitrophenyl)-propan-1-one ClC(C(=O)C1=CC(=C(C=C1)OCC)[N+](=O)[O-])C